CN1N=CC(=C1)C1=NN2C(=NC=3C(=CC=CC3C2=N1)S(=O)(=O)C(C)C)N[C@H]1C(NCCNC1)=O (6R)-6-{[2-(1-methyl-1H-pyrazol-4-yl)-7-(propane-2-sulfonyl)[1,2,4]triazolo[1,5-c]quinazolin-5-yl]amino}-1,4-diazepan-5-one